FC1=C(C(=C(C=C1C(C)C)F)OC)C(C(=O)O)N1C[C@@H](CC1)OCCCCCC1=NC=2NCCCC2C(=C1)OC 2-(2,5-difluoro-3-isopropyl-6-methoxyphenyl)-2-((R)-3-((5-(4-methoxy-5,6,7,8-tetrahydro-1,8-naphthyridin-2-yl)pentyl)oxy)pyrrolidin-1-yl)acetic acid